C(C)(C)(C)OC(NCCCN1CCN(CC1)C1=NC=C(C=C1)N)=O (3-(4-(5-aminopyridin-2-yl)piperazin-1-yl)propyl)carbamic acid tert-butyl ester